C(C1CO1)OCCC[Si](OCC)(OCC)OCC L-3-glycidoxypropyl-triethoxysilane